(2R)-3-(1-methylcyclopropyl)-2-[[(1R)-1-phenylethyl]ammonio]propanoate CC1(CC1)C[C@H](C(=O)[O-])[NH2+][C@H](C)C1=CC=CC=C1